(R)-(3,3-Difluoropyrrolidin-1-yl)(4-(3-methylmorpholinyl)-2-(1H-pyrrolo[2,3-b]pyridin-4-yl)thieno[3,2-d]pyrimidin-7-yl)methyl ketone FC1(CN(CC1)[C@H](C1=CSC2=C1N=C(N=C2N2C(COCC2)C)C2=C1C(=NC=C2)NC=C1)C(=O)[C@H](N1CC(CC1)(F)F)C1=CSC2=C1N=C(N=C2N2C(COCC2)C)C2=C1C(=NC=C2)NC=C1)F